2-chloro-2'-methyl-spiro[4,5-dihydrothieno[2,3-C]pyran-7,4'-piperidine]-1'-carboxylic acid tert-butyl ester C(C)(C)(C)OC(=O)N1C(CC2(CC1)OCCC1=C2SC(=C1)Cl)C